((cis)-5-(4-(2-fluoropropane-2-yl)-5-methylpyrimidin-2-yl)hexahydropyrrolo[3,4-c]pyrrol-2(1H)-yl)methanone FC(C)(C)C1=NC(=NC=C1C)N1C[C@@H]2[C@H](C1)CN(C2)C=O